ethyl (R)-2-(2-methyl-6-(2,3,5,6-tetrafluorophenyl)-3-thioxo-2,5,6,7-tetrahydro-3H-pyrrolo[1,2-c]imidazol-1-yl)acetate CN1C(N2C(=C1CC(=O)OCC)C[C@@H](C2)C2=C(C(=CC(=C2F)F)F)F)=S